4-(4-(bicyclo[1.1.1]pentan-1-ylamino)-1-((5-methoxy-7-methyl-1H-indol-4-yl)methyl)piperidin-2-yl)benzoic acid C12(CC(C1)C2)NC2CC(N(CC2)CC2=C1C=CNC1=C(C=C2OC)C)C2=CC=C(C(=O)O)C=C2